COC(=O)C1NNCCC1 methyl-1,2-diazacyclohexane-3-carboxylate